OC1=C(C=CC=C1)C(CCCCCCCCCCCCCCCCCCCCC)C1=C(C=CC=C1)O 1,1-bis(2-hydroxyphenyl)docosane